N-[4-fluoro-5-[1-(pyrrolidine-1-carbonyl)-2,5-dihydropyrrol-3-yl]-2-[rac-(3R,5S)-3,4,5-trimethylpiperazin-1-yl]phenyl]-6-oxo-4-(trifluoromethyl)-1H-pyridine-3-carboxamide FC1=CC(=C(C=C1C=1CN(CC1)C(=O)N1CCCC1)NC(=O)C1=CNC(C=C1C(F)(F)F)=O)N1C[C@H](N([C@H](C1)C)C)C |r|